4-{8-AMINO-3-[(2S)-2-PYRROLIDINYL]IMIDAZO[1,5-A]PYRAZIN-1-YL}-N-(2-PYRIDINYL)BENZAMIDE NC=1C=2N(C=CN1)C(=NC2C2=CC=C(C(=O)NC1=NC=CC=C1)C=C2)[C@H]2NCCC2